(R)-3-(6-(4-aminopiperidin-1-yl)pyridin-3-yl)-N-((5-fluoro-2-hydroxyphenyl)(1H-indole-2-yl)methyl)-5-methylbenzamide NC1CCN(CC1)C1=CC=C(C=N1)C=1C=C(C(=O)N[C@@H](C=2NC3=CC=CC=C3C2)C2=C(C=CC(=C2)F)O)C=C(C1)C